CS(=O)(=O)OCC=1OC2=C(C1)C=CC=C2 benzofuran-2-ylmethyl methanesulfonate